Cl/C=C/CO\N=C(/CC)\C=1C(C[C@@H](CC1O)C[C@@H](C)SCC)=O |r| (5RS)-2-{(E)-1-[(2E)-3-chloroallyloxyimino]propyl}-5-[(2RS)-2-(ethylthio)propyl]-3-hydroxycyclohex-2-en-1-one